S(OC1=CC(=CC=C1)C1=NC(=NO1)C12CCC(CC1)(CC2)CNC(C2=CC(=C(C(=C2)F)O)F)=O)(=O)(=O)F 3-(3-{4-[(3,5-difluoro-4-hydroxybenzamido)methyl] bicyclo[2.2.2]octan-1-yl}-1,2,4-oxadiazol-5-yl)phenyl sulfurofluoridate